1-(4-(3-amino-1H-indazol-5-yl)pyridine-2-yl)-3-cyclohexylurea NC1=NNC2=CC=C(C=C12)C1=CC(=NC=C1)NC(=O)NC1CCCCC1